BrC=1C(=NC(=NC1)NC=1C(=NN(C1)C1CN(CC1)C)C)NCCCN1C(CC1)=O 1-(3-((5-Bromo-2-((3-methyl-1-(1-methylpyrrolidin-3-yl)-1H-pyrazol-4-yl)amino)pyrimidin-4-yl)amino)propyl)azetidin-2-on